C(N)(=N)C=1C=C(SC1)[C@@H](C)NC(=O)[C@H]1N(CC2(OCCO2)C1)C(CNC(=O)C=1C=CC=2C(C3=CC(=CC=C3C2C1)C)(F)F)=O (S)-N-((R)-1-(4-carbamimidoylthiophen-2-yl)ethyl)-7-((9,9-difluoro-7-methyl-9H-fluorene-3-carbonyl)glycyl)-1,4-dioxa-7-azaspiro[4.4]nonane-8-carboxamide